FC=1C(=NC(=NC1)NC1=C(C=CC=C1)S(=O)(=O)N)N1C[C@@H](OC2(CCC2)C1)CO (5-fluoro-4-[(6R)-6-(hydroxymethyl)-5-oxa-8-azaspiro[3.5]nonan-8-yl]pyrimidin-2-ylamino)benzenesulfonamide